pteroylmono-glutamic acid C(C1=CC=C(NCC2=CN=C3N=C(N)NC(=O)C3=N2)C=C1)(=O)N[C@@H](CCC(=O)O)C(=O)O